n-ethyl-isatin C(C)N1C(=O)C(=O)C2=CC=CC=C12